CN1C=C(C2=CC=CC=C12)C1=NOC(=N1)C1=CC2=C(N(N=N2)C(C)C)C=C1 5-[3-(1-methyl-1H-indol-3-yl)-1,2,4-oxadiazol-5-yl]-1-(propan-2-yl)-1H-1,2,3-benzotriazole